6-(4-FLUORO-1H-PYRAZOL-1-YL)-N-(6-METHOXY-1-METHYL-1H-PYRAZOLO[4,3-C]PYRIDIN-7-YL)PYRIDINE-3-SULFONAMIDE FC=1C=NN(C1)C1=CC=C(C=N1)S(=O)(=O)NC=1C2=C(C=NC1OC)C=NN2C